2-(4-hydroxy-3,5-dimethylphenyl)-6-(morpholinomethyl)quinazolin-4(3H)-one OC1=C(C=C(C=C1C)C1=NC2=CC=C(C=C2C(N1)=O)CN1CCOCC1)C